NC1=NC(=NC=C1)N1C[C@]([C@@H](CC1)O)(F)CC rac-(trans)-1-(4-aminopyrimidin-2-yl)-3-ethyl-3-fluoropiperidin-4-ol